(2-(3-bromo-2-hydroxyphenyl)hydrazino)-3-oxobutyric acid ethyl ester C(C)OC(C(C(C)=O)NNC1=C(C(=CC=C1)Br)O)=O